C1(=CC=CC=C1)[C@@H]1[C@@H](C=2C=CC(=CC2CC1)O)C1=CC=C(C=C1)OCC[NH+]1CCCC1 (5R,6S)-6-Phenyl-5-[4-(2-pyrrolidin-1-ium-1-ylethoxy)phenyl]-5,6,7,8-tetrahydronaphthalen-2-ol